FC=1C(=NC=C2C(=CC(=NC12)C)N1[C@@H]2CCN([C@@H]2[C@@H]1C)C(=O)OC(C)(C)C)C1=CC=CC2=CC=C(C(=C12)C#C[Si](C(C)C)(C(C)C)C(C)C)F tert-butyl (1R,5R,7S)-6-(8-fluoro-7-(7-fluoro-8-((triisopropylsilyl)ethynyl)naphthalen-1-yl)-2-methyl-1,6-naphthyridin-4-yl)-7-methyl-2,6-diazabicyclo[3.2.0]heptane-2-carboxylate